COC(CN1C=C(C=CC1=O)NC(=O)[C@@H]1CN(CCC1)C(=O)OCC1=CC=CC=C1)=O benzyl (3S)-3-{[1-(2-methoxy-2-oxoethyl)-6-oxopyridin-3-yl]carbamoyl}piperidine-1-carboxylate